bis(t-butylperoxycarbonyl)cyclohexane C(C)(C)(C)OOC(=O)C1(CCCCC1)C(=O)OOC(C)(C)C